C(OCSS(=O)(=O)C)(OC1=C(C(=C(C(=C1F)F)F)F)F)=O methylsulfonylsulfanylmethyl (2,3,4,5,6-pentafluorophenyl) carbonate